CC1=C(NC2NCCC2)C(=CC=C1)C L-2-(2,6-dimethylanilino)pyrrolidine